N-(2-cyano-2-methyl-propyl)-6-[[5-[2-methyl-4-[[(2R)-1-methylazetidin-2-yl]methoxy]pyrazol-3-yl]pyrazolo[1,5-a]pyridin-2-yl]amino]pyridine-3-carboxamide C(#N)C(CNC(=O)C=1C=NC(=CC1)NC1=NN2C(C=C(C=C2)C=2N(N=CC2OC[C@@H]2N(CC2)C)C)=C1)(C)C